2-methyl-N-(1-methylpiperidin-4-yl)-5-((3-(trifluoromethoxy)benzyl)oxy)benzofuran-3-carboxamide CC=1OC2=C(C1C(=O)NC1CCN(CC1)C)C=C(C=C2)OCC2=CC(=CC=C2)OC(F)(F)F